tert-butyl 4-[[3-(2,6-dioxo-3-piperidyl)-1-methyl-indol-6-yl]-methyl-amino]piperidine-1-carboxylate O=C1NC(CCC1C1=CN(C2=CC(=CC=C12)N(C1CCN(CC1)C(=O)OC(C)(C)C)C)C)=O